N,N-bis(1,1,2,2,3,3,4,4,4-nonafluorobutyl)butan-1-amine FC(C(C(C(F)(F)F)(F)F)(F)F)(F)N(CCCC)C(C(C(C(F)(F)F)(F)F)(F)F)(F)F